ClC1=CC(=CC=2N(C(=NC21)C(C)C)C)C2=CC=C(C=C2)N2CCN(CC2)C(C)C 4-chloro-2-isopropyl-6-(4-(4-isopropylpiperazin-1-yl)phenyl)-1-methyl-1H-benzo[d]imidazole